(4-chloro-5,6-dimethylpyrimidin-2-yl)(3-(3-fluorophenyl)-3-hydroxyazetidin-1-yl)methanone ClC1=NC(=NC(=C1C)C)C(=O)N1CC(C1)(O)C1=CC(=CC=C1)F